1-(sec-butylsulfonyl)-2-(5-(p-tolyl)-1H-imidazol-2-yl)piperidine barium stearate C(CCCCCCCCCCCCCCCCC)(=O)[O-].[Ba+2].C(C)(CC)S(=O)(=O)N1C(CCCC1)C=1NC(=CN1)C1=CC=C(C=C1)C.C(CCCCCCCCCCCCCCCCC)(=O)[O-]